(S)-7-bromo-2-methyl-2,3-dihydropyrido[2,3-f][1,4]oxazepine-4(5H)-carboxylic acid tert-butyl ester C(C)(C)(C)OC(=O)N1C[C@@H](OC2=C(C1)N=C(C=C2)Br)C